(S)-2-amino-3-(2-(5-(naphthalen-1-ylmethoxy)pyridin-2-yl)acetamido)propionic acid N[C@H](C(=O)O)CNC(CC1=NC=C(C=C1)OCC1=CC=CC2=CC=CC=C12)=O